tert-butyl 2-(4-((2-((2-(trifluoromethoxy)benzamido)methyl)pyrazolo[1,5-c]quinazolin-5-yl)thio)piperidin-1-yl)acetate FC(OC1=C(C(=O)NCC2=NN3C(=NC=4C=CC=CC4C3=C2)SC2CCN(CC2)CC(=O)OC(C)(C)C)C=CC=C1)(F)F